BrC=1C=C2C(=CN1)N(N=C2)COCC[Si](C)(C)C 5-bromo-1-((2-(trimethylsilyl)ethoxy)methyl)-1H-pyrazolo[3,4-c]pyridine